O1C(OCC1)C=1C(=C(C=CC1)C1N(CCC1)C(=O)OC(C)(C)C)OC1=C(C=2N=C(N=CC2C(=N1)N1[C@H](CC1)C)S(=O)C)F tert-butyl 2-(3-(1,3-dioxolan-2-yl)-2-((8-fluoro-5-((S)-2-methylazetidin-1-yl)-2-(methylsulfinyl)pyrido[4,3-d]pyrimidin-7-yl)oxy)phenyl)pyrrolidine-1-carboxylate